N-(7-amino-2-(6-cyanopyridin-3-yl)-6-fluoro-4-oxo-4H-chromen-8-yl)-2,2-difluoro-N-methylacetamide NC1=C(C=C2C(C=C(OC2=C1N(C(C(F)F)=O)C)C=1C=NC(=CC1)C#N)=O)F